ClC=1N(C(=C(C1C(=O)NC1=CC(=C(C=C1)F)Cl)C)C(C(N[C@H](C(F)(F)F)C)=O)=O)C (S)-2-chloro-N-(3-chloro-4-fluorophenyl)-1,4-dimethyl-5-(2-oxo-2-((1,1,1-trifluoropropan-2-yl)amino)acetyl)-1H-pyrrole-3-carboxamide